2-(N-[4-Amino-5-[4-[2-(3-methyl-1-piperidyl)-2-oxoethoxy]benzoyl]thiazol-2-yl]-4-fluoroanilino)propanamid NC=1N=C(SC1C(C1=CC=C(C=C1)OCC(=O)N1CC(CCC1)C)=O)N(C1=CC=C(C=C1)F)C(C(=O)N)C